CN(C)CCOCCN(C)C N,N-dimethylaminoethylether